ClC1=C(C=CC(=C1)Cl)S(=O)(=O)N=C=O 2,4-dichlorobenzene-1-sulfonyl isocyanate